P(=S)(OCCCC)(OCCCC)[O-] O,O-Dibutyl thiophosphate